4-(5-(2'-Methyl-2-(trifluoromethyl)-[1,1'-biphenyl]-4-yl)-1,2,4-oxadiazol-3-yl)-2-nitrobenzaldehyde CC1=C(C=CC=C1)C1=C(C=C(C=C1)C1=NC(=NO1)C1=CC(=C(C=O)C=C1)[N+](=O)[O-])C(F)(F)F